CC1(COC1)N1CCN(CC1)C1=CC=C2C=NNC2=C1 6-(4-(3-methyloxetan-3-yl)piperazin-1-yl)-1H-indazole